BrC1=NN2C(OCC3(C2)CC3)=C1 bromo-5',7'-dihydrospiro[cyclopropane-1,6'-pyrazolo[5,1-b][1,3]oxazine]